1-(4-methoxy-1-methyl-1H-pyrazol-5-yl)-2-oxo-N-[6-(2,2,2-trifluoroethoxy)pyridin-3-yl]-1,2-dihydropyridine-3-carboxamide COC=1C=NN(C1N1C(C(=CC=C1)C(=O)NC=1C=NC(=CC1)OCC(F)(F)F)=O)C